C1(CC1)NC1=NC(=CC2=C1N(C=N2)C(C)C)C2=CC=C1C(=C2)N(C(C12CCN(CC2)C(CN2CCNCC2)=O)=O)C2CC(C2)N2CCCCC2 6-[4-(CYCLOPROPYLAMINO)-3-ISOPROPYLIMIDAZO[4,5-C]PYRIDIN-6-YL]-1'-[2-(PIPERAZIN-1-YL)ACETYL]-1-[(1S,3S)-3-(PIPERIDIN-1-YL)CYCLOBUTYL]SPIRO[INDOLE-3,4'-PIPERIDIN]-2-ONE